C(C)(C)(C)OC(CC1(CCN(CC1)C1=CC=C(C=C1)[N+](=O)O)O)=O [4-[4-(2-tert-butoxy-2-oxo-ethyl)-4-hydroxy-1-piperidyl]phenyl]-hydroxy-oxo-ammonium